FC1=C(C=CC=C1)CCN1[C@@H]([C@H]([C@@H]([C@H](C1)O)O)O)C (2R,3R,4R,5S)-1-(2-fluorophenylethyl)-2-methylpiperidine-3,4,5-triol